OC1=C(C(=O)O)C=CC=C1OC(C)C 2-hydroxy-3-isopropoxybenzoic acid